F[C@@H]1CN[C@H](C=2NC3=CC=C(C=C3C21)F)C (1S,4S)-4,6-difluoro-1-methyl-2,3,4,9-tetrahydro-1H-pyrido[3,4-b]indole